ClC=1NN(C(=CC1)Cl)CCC1=CC(=CC=C1)Cl 3,6-Dichloro-N-[2-(3-chlorophenyl)ethyl]pyridazin